(R)-N-(pyrrolidin-3-ylmethyl)-4-(7H-pyrrolo[2,3-d]pyrimidin-4-yl)-3,4-dihydro-2H-1,4-thiazine-6-carboxamide hydrochloride Cl.N1C[C@@H](CC1)CNC(=O)C1=CN(CCS1)C=1C2=C(N=CN1)NC=C2